methane-sulphonate CS(=O)(=O)[O-]